C(C)(C)(C)OC(=O)N([C@@H](CC(=O)O)COC)C (S)-3-((tert-butoxycarbonyl)(methyl)amino)-4-methoxybutanoic acid